N-(1-(1H-benzo[d]imidazol-7-yl)ethyl)-5-(4-(trifluoromethyl)phenoxy)-2-naphthamide N1C=NC2=C1C(=CC=C2)C(C)NC(=O)C2=CC1=CC=CC(=C1C=C2)OC2=CC=C(C=C2)C(F)(F)F